2,6-dichloro-3-fluoro-4-pyridineamine ClC1=NC(=CC(=C1F)N)Cl